N,N-diphenyl-methacrylamide C1(=CC=CC=C1)N(C(C(=C)C)=O)C1=CC=CC=C1